tert-butyl 7-bromo-9-chloro(2,2,3,3,5,5-2H6)-1,4-benzoxazepine-4-carboxylate BrC=1C=C(C2=C(C(N(C(C(O2)([2H])[2H])([2H])[2H])C(=O)OC(C)(C)C)([2H])[2H])C1)Cl